C(CCCCCCCCCCCCCCCCC)[N+](C)(C)C stearyltrimethylammonium